1,1-diphenyl-hexyl-lithium C1(=CC=CC=C1)C(CCCCC)(C1=CC=CC=C1)[Li]